O1CCN(CC1)CCCNC(N)=S 3-(3-morpholinopropyl)thiourea